CC=1CC2=CC=CC(=C2C1)C1=CC=C(C=C1)C(C)(C)C 2-methyl-4-(4-(tert-butyl)phenyl)indene